5-(3-(1-(5-(aminomethyl)-2-methylbenzamido)ethyl)-5-(1-methyl-1H-pyrazol-4-yl)phenyl)-N,N-dimethylthiophene-2-carboxamide NCC=1C=CC(=C(C(=O)NC(C)C=2C=C(C=C(C2)C=2C=NN(C2)C)C2=CC=C(S2)C(=O)N(C)C)C1)C